4,5-dimethylfuran-2-carboxylic acid CC=1C=C(OC1C)C(=O)O